(5-bromo-4-methoxypyridin-2-yl)methanol BrC=1C(=CC(=NC1)CO)OC